C(C=C)(=O)OCCNC(=O)OCCN=[N+]=[N-] 2-(((2-azidoethoxy)carbonyl)amino)ethyl acrylate